1,2-bis(benzylthio)acetylene C(C1=CC=CC=C1)SC#CSCC1=CC=CC=C1